i-butyl-tin C(C(C)C)[Sn]